5-fluoro-4-methoxybenzo[d]thiazol-2-amine FC=1C=CC2=C(N=C(S2)N)C1OC